(S)-6-hydroxy-5-methyl-N-(3-(1-((1-methyl-1H-pyrazolo[3,4-b]pyrazin-6-yl)amino)ethyl)phenyl)nicotinamide diethyl-(6-chloropyridin-3-yl)phosphonate C(C)OP(OCC)(=O)C=1C=NC(=CC1)Cl.OC1=NC=C(C(=O)NC2=CC(=CC=C2)[C@H](C)NC2=CN=C3C(=N2)N(N=C3)C)C=C1C